C(CCC)N(C(C=C)=O)CCCC N,N-dibutyl-acrylamide